COC(=O)CCCN(CCC[Si](OC)(OC)OC)CCC[Si](OC)(OC)OC N-(methoxycarbonylpropyl)-N,N-bis(3-trimethoxysilylpropyl)amine